tert-butyl (1S,3R)-5-bromo-3-[[tert-butyl(dimethyl)silyl]oxymethyl]-1-methyl-3,4-dihydro-1H-isoquinoline-2-carboxylate BrC1=C2C[C@@H](N([C@H](C2=CC=C1)C)C(=O)OC(C)(C)C)CO[Si](C)(C)C(C)(C)C